tert-butyl (R)-methyl(1-(4-methylisoxazol-3-yl)piperidin-3-yl)carbamate CN(C(OC(C)(C)C)=O)[C@H]1CN(CCC1)C1=NOC=C1C